((4-(bromomethyl)phenyl)difluoromethyl)phosphonic acid diethyl ester C(C)OP(OCC)(=O)C(F)(F)C1=CC=C(C=C1)CBr